5-((diethoxyphosphoryl)methyl)-2-methoxybenzoic acid methyl ester COC(C1=C(C=CC(=C1)CP(=O)(OCC)OCC)OC)=O